methyl 2-(methylamino)-2-oxoacetate CNC(C(=O)OC)=O